N-phenyl-3-(2-pyridyl)-2-benzyl-4-(3-fluorophenyl)pyrrole C1(=CC=CC=C1)N1C(=C(C(=C1)C1=CC(=CC=C1)F)C1=NC=CC=C1)CC1=CC=CC=C1